[Cu].OC=1C=CC=C2C=CC=NC12 8-hydroxyquinoline copper